FC1=C(CN2[C@@H](CCC2=O)CC(=O)N[C@@H](C(O/N=C(/C(F)(F)F)\C)=O)C(C)C)C=CC=C1F |&1:14| 2-((S)-1-(2,3-Difluorobenzyl)-5-oxopyrrolidin-2-yl)-N-((RS)-3-methyl-1-oxo-1-((((E)-1,1,1-trifluoropropan-2-ylidene)amino)oxy)butan-2-yl)acetamide